C(C)(=O)C1=C(N=C(S1)NC(C1=CC(=C(C=C1)O)OC)=O)C N-(5-acetyl-4-methylthiazol-2-yl)-4-hydroxy-3-methoxybenzamide